(S)-7-(1-(3-(4-nitrophenyl)propionyl)piperidin-4-yl)-2-(4-phenoxyphenyl)-4,5,6,7-tetrahydropyrazolo[1,5-a]pyrimidine-3-carboxamide [N+](=O)([O-])C1=CC=C(C=C1)CCC(=O)N1CCC(CC1)[C@@H]1CCNC=2N1N=C(C2C(=O)N)C2=CC=C(C=C2)OC2=CC=CC=C2